NC[C@H](CN(C)C)O (R)-1-amino-3-(dimethylamino)propan-2-ol